5-Cyclopropyl-N-[3-[5-[3-cis-(trifluoromethoxy)cyclobutyl]-1,3,4-oxadiazol-2-yl]-1-bicyclo[1.1.1]pentanoyl]isoxazole-3-carboxamide C1(CC1)C1=CC(=NO1)C(=O)NC(=O)C12CC(C1)(C2)C=2OC(=NN2)C2(CCC2)OC(F)(F)F